thiomorpholinyl (thiamorpholinyl) sulfone N1(CCSCC1)S(=O)(=O)N1CCSCC1